1-([1,2,4]triazolo[4,3-a]pyridin-7-yl)ethan-1-one N=1N=CN2C1C=C(C=C2)C(C)=O